ONC(C1=CC(=CC=C1)NC1=NC2=C(N1)C=C(C(=C2)S(=O)(=O)C)C(F)(F)F)=O N-hydroxy-3-((5-(methylsulfonyl)-6-(trifluoromethyl)-1H-benzo[d]imidazol-2-yl)amino)benzamide